C(C)(C)(C)OC(=O)NCC1=CC(=C(C(=C1)C)NC(=O)C1=CC2=C(OCCC3=C2SC=C3)C=C1C=1C(=NC=CC1)C(=O)[O-])C 3-(9-((4-(((tert-butoxycarbonyl)amino)methyl)-2,6-dimethylphenyl)carbamoyl)-4,5-dihydrobenzo[b]thieno[2,3-d]oxepin-8-yl)picolinate